C(C)(C)(C)OC(=O)N[C@@H](CCCCN)C(=O)OC methyl (tert-butoxycarbonyl)lysinate